methyl 4-nitro-benzenesulfinate [N+](=O)([O-])C1=CC=C(C=C1)S(=O)OC